COC(=O)C1=CC=C(C=C1)C1CC(C2=CC=CC=C12)(C(=O)O)CCC 3-(4-(methoxycarbonyl)phenyl)-1-propyl-2,3-dihydro-1H-indene-1-carboxylic acid